C1=CC=CC=2C3=CC=CC=C3C(C12)COC(=O)N[C@H](C(=O)N[C@H](C(=O)NC=1C=CC(=C(CN(C(OC(C)(C)C)=O)C)C1)CO)C)C tert-butyl 5-((S)-2-((S)-2-((((9H-fluoren-9-yl)methoxy)carbonyl) amino)propanamido)propanamido)-2-(hydroxymethyl)benzyl(methyl)carbamate